racemic-1-(tert-butyl) 4-ethyl (3R*,4R*)-3-(1-methyl-1H-pyrazol-4-yl)piperidine-1,4-dicarboxylate CN1N=CC(=C1)[C@@H]1CN(CC[C@H]1C(=O)OCC)C(=O)OC(C)(C)C |r|